2-chloro-3-[4-fluoro-4-(4-methyl-4H-1,2,4-triazol-3-yl)piperidin-1-yl]-6-methoxypyridine-4-carbonitrile ClC1=NC(=CC(=C1N1CCC(CC1)(C1=NN=CN1C)F)C#N)OC